2-(4-(7-(3,4-dimethoxyphenyl) pyrazolo[1,5-a]pyrimidine-2-carboxamido)piperidin-1-yl)-2-oxoethyl acetate C(C)(=O)OCC(=O)N1CCC(CC1)NC(=O)C1=NN2C(N=CC=C2C2=CC(=C(C=C2)OC)OC)=C1